C[C@@]12CCCC3(O[C@@H]([C@H](O3)C3=CC=CC=C3)C3=CC=CC=C3)[C@H]2C1 (1S,4'R,5'R,6R)-6-methyl-4',5'-diphenylspiro[bicyclo[4.1.0]heptane-2,2'-[1,3]dioxolane]